Cl.ClC1=NC(=CC(=C1)NC1CCNCC1)N1CCOCC1 2-chloro-6-morpholinyl-N-(piperidin-4-yl)pyridin-4-amine hydrochloride